Methyl-2-(((2R,3R,4S,5R,6S)-3-hydroxy-2-(hydroxymethyl)-4-(4-(3,4,5-trifluorophenyl)-1H-1,2,3-triazol-1-yl)-1,7-dioxaspiro[5.5]undecane-5-yl)oxy)acetate COC(CO[C@@H]1[C@H]([C@H]([C@H](O[C@]12OCCCC2)CO)O)N2N=NC(=C2)C2=CC(=C(C(=C2)F)F)F)=O